C(C)(C)NC(O[C@H]1C[C@H](CC1)C=1NN=C(C1)NC(=O)C=1N(N=C(C1)C#CC1=C(C(=CC=C1)OCC1=CC=C(C=C1)OC)C1OCCO1)C)=O (1R,3S)-3-[5-(5-{2-[2-(1,3-dioxolan-2-yl)-3-[(4-methoxyphenyl)methoxy]phenyl]ethynyl}-2-methylpyrazole-3-amido)-2H-pyrazol-3-yl]cyclopentyl N-isopropylcarbamate